1,1-bis(ethylsulfonyl)ethylene C(C)S(=O)(=O)C(=C)S(=O)(=O)CC